CN(C(OC(C)C)=O)C=1C=NC=C(C1)C1=CC2=C(N=C(S2)NC(CN2CCNCC2)=O)C=C1 isopropyl methyl(5-(2-(2-(piperazin-1-yl)acetamido)benzo[d]thiazol-6-yl)pyridin-3-yl)carbamate